N1-(4-methyl-3-(trifluoromethyl)benzyl)-N2-(1H-pyrrolo[3,2-b]pyridin-3-yl)oxalamide CC1=C(C=C(CNC(C(=O)NC2=CNC=3C2=NC=CC3)=O)C=C1)C(F)(F)F